(2-fluorophenyl)-N2-isopropyl-N4-(5-(trifluoromethyl)pyridin-3-yl)-1,3,5-triazine-2,4-diamine FC1=C(C=CC=C1)C1=NC(=NC(=N1)NC(C)C)NC=1C=NC=C(C1)C(F)(F)F